CC=1C(=CC(=NC1C1=NN(C=C1)C)C(=O)NC1CCOCC1)CC1=CC=C(C=C1)C1=NN(C=C1)C 5-methyl-6-(1-methyl-1H-pyrazol-3-yl)-4-(4-(1-methyl-1H-pyrazol-3-yl)benzyl)-N-(tetrahydro-2H-pyran-4-yl)picolinamide